OCC(C)N1CNC2=C(C1=O)C=C(N=C2C=2C=NN(C2)C)C2=CC=C(C=C2)C(F)(F)F 3-(1-Hydroxy-prop-2-yl)-8-(1-methyl-1H-pyrazol-4-yl)-6-(4-(trifluoromethyl)phenyl)2,3-dihydropyrido[3,4-d]pyrimidin-4(1H)-one